2-(2-(4-(4-methyl-3-oxo-3,4-dihydro-2H-benzo[b][1,4]oxazin-7-yl)-1-oxoisoindolin-2-yl)acrylamido)acrylic acid CN1C2=C(OCC1=O)C=C(C=C2)C2=C1CN(C(C1=CC=C2)=O)C(C(=O)NC(C(=O)O)=C)=C